CN(CC(=O)[O-])C1=CC=C2C(=CC(OC2=C1)=O)C1=C(C=CC=C1)C N-methyl-N-(2-oxo-4-(o-tolyl)-2H-chromen-7-yl)glycinate